C(C)(C)(C)OC(=O)N1[C@@H]([C@H](CC1=O)O[Si](C)(C)C(C)(C)C)C(N(C=1C=C(C=CC1)C)C)=O.FC=1C=CC2=C(N(OCCC2)[C@@H]2NCCC2)C1 (2S)-2-(8-fluoro-1,3,4,5-tetrahydrobenzo[c]oxazepin-1-yl)pyrrolidine (2S,3S)-tert-butyl-3-((tert-butyldimethylsilyl)oxy)-2-(methyl(m-tolyl)carbamoyl)-5-oxopyrrolidine-1-carboxylate